tetrasodium (1S,9S)-1-amino-9-ethyl-5-fluoro-4-methyl-10,13-dioxo-2,3,9,10,13,15-hexahydro-1H,12H-benzo[de]pyrano[3',4':6,7]indolizino[1,2-b]quinolin N[C@H]1CCC=2C=3C1=C1C(=NC3C=C(C2C)F)C2=CC3=C(C(N2C1)=O)COC([C@H]3CC)=O.[Na].[Na].[Na].[Na]